C1=CC=CC=2C3=CC=CC=C3C(C12)COC(=O)N[C@@H](CC(=O)OC(C)(C)C)C(=O)NCCC1=CC(=NO1)C tert-butyl (S)-3-((((9H-fluoren-9-yl)methoxy)carbonyl)amino)-4-((2-(3-methylisoxazol-5-yl)ethyl)amino)-4-oxobutanoate